CN(CCN1N=C2C=C(C(=CC2=C1)N)C1=COC=C1)C 2-(2-(dimethylamino)ethyl)-6-(furan-3-yl)-2H-indazol-5-amine